C(C)(=O)OCCC(CCC(CCC=C)C(=C)C)C 3-Methyl-6-isopropenyl-9-decenyl acetate